NC1=C2C(=NC=N1)N(N=C2C2=CC=C(C=C2)OC2=CC=CC=C2)[C@H]2CN(CCC2)C(CCCCSC2=C1C(N(C(C1=CC=C2F)=O)C2C(NC(CC2)=O)=O)=O)=O 4-((5-((R)-3-(4-amino-3-(4-phenoxyphenyl)-1H-pyrazolo[3,4-d]pyrimidin-1-yl)piperidin-1-yl)-5-oxopentyl)sulfanyl)-2-(2,6-dioxopiperidin-3-yl)-5-fluoroisoindoline-1,3-dione